C(CCCCCCCCCCCCCCCCCCCCC)(=O)OCCCCCCCCCOC(CCCCCCCCCCCCCCCCCCCCC)=O nonyleneglycol dibehenate